C1C(CC2CCCCC12)C(=O)OCC(COC(=O)C1CC2CCCCC2C1)O 2-hydroxypropane-1,3-diyl bis(octahydro-1H-indene-2-carboxylate)